FC(C(=O)C1=CC=CC=C1)(CC(CCCCCC)I)F 2,2-difluoro-1-phenyl-4-iodo-1-decanone